N-(5,6-dichloropyridin-3-yl)-3-(2-fluoropyridin-4-yl)-5-(methylamino)-7-oxabicyclo[2.2.1]Heptane-2-carboxamide ClC=1C=C(C=NC1Cl)NC(=O)C1C2CC(C(C1C1=CC(=NC=C1)F)O2)NC